CC(CC(C)=O)C 4-Methylpentan-2-on